CC(CCNCCNC(OC(C)(C)C)=O)(C)C tert-Butyl N-[2-(3,3-dimethylbutylamino)ethyl]carbamate